C(C)(C)(C)OC(NCCCCC(C(=O)NCCO)NC(OC(C)(C)C)=O)=O (6-((2-hydroxyethyl)amino)-6-oxohexane-1,5-diyl)dicarbamic acid di-tert-butyl ester